BrC1=CC=C(C(=N1)NC(=O)C1N(C2CC2(C1)C)C(CN1N=C(C2=CC(=CC(=C12)COC)C=1C=NC(=NC1)C)C(C)=O)=O)COC 2-{2-[3-Acetyl-7-methoxymethyl-5-(2-methyl-pyrimidin-5-yl)-indazol-1-yl]-acetyl}-5-methyl-2-aza-bicyclo[3.1.0]hexane-3-carboxylic Acid (6-bromo-3-methoxymethyl-pyridin-2-yl)-amide